2-(5-(5-(5-chloropyridin-3-yl)-1,2,4-thiadiazol-3-yl)-2-oxo-pyridin-1(2H)-yl)-N-ethyl-acetamide ClC=1C=C(C=NC1)C1=NC(=NS1)C=1C=CC(N(C1)CC(=O)NCC)=O